butylen adipat C1(CCCCC(=O)OCCCCO1)=O